BrC1=C(C=C(C=C1)N1CC(CC1)C=1C(=C(C(=O)O)C=CC1)F)Cl (1-(4-bromo-3-chlorophenyl)pyrrolidin-3-yl)-2-fluorobenzoic acid